tert-Butyl (4-(8-amino-1-(4-(((2-chlorophenyl)methyl)sulfonamido)-3-fluorophenyl)-3-isopropylimidazo[1,5-a]pyrazin-5-yl)cyclohex-3-en-1-yl)(methyl)carbamate NC=1C=2N(C(=CN1)C1=CCC(CC1)N(C(OC(C)(C)C)=O)C)C(=NC2C2=CC(=C(C=C2)NS(=O)(=O)CC2=C(C=CC=C2)Cl)F)C(C)C